(((4-methoxycyclohexyl)thio)methyl)-8-methylquinazolin-4(3H)-one COC1CCC(CC1)SCC1=NC2=C(C=CC=C2C(N1)=O)C